Ethyl 2-bromothiazol-5-carboxylate BrC=1SC(=CN1)C(=O)OCC